2,6-Bis-(bis-(2-pyridylmethyl)aminomethyl)-4-methylphenol N1=C(C=CC=C1)CN(CC1=NC=CC=C1)CC1=C(C(=CC(=C1)C)CN(CC1=NC=CC=C1)CC1=NC=CC=C1)O